1-(5-tert-Butyl-1H-pyrazol-3-yl)-3-{4-[5-(2-{3-[2-(2,6-dioxo-piperidine-3-yl)-1-oxo-2,3-dihydro-1H-isoindol-4-yl]-prop-2-ynyloxy}-ethoxy)-benzimidazol-1-yl]-Phenyl}-urea C(C)(C)(C)C1=CC(=NN1)NC(=O)NC1=CC=C(C=C1)N1C=NC2=C1C=CC(=C2)OCCOCC#CC2=C1CN(C(C1=CC=C2)=O)C2C(NC(CC2)=O)=O